O=C1N(C(C2=CC=CC=C12)=O)CCCCCCCCCCS(=O)(=O)Cl (1,3-Dioxoisoindolin-2-yl)decane-1-sulfonyl chloride